4-((1H-indazol-5-yl)ethynyl)-[2,4'-bipyrimidine] N1N=CC2=CC(=CC=C12)C#CC1=NC(=NC=C1)C1=NC=NC=C1